ClC1=C(C=CC(=C1)OC)N1C(N(C=C1)CC(=O)OC(C)(C)C)=O tert-butyl 2-(3-(2-chloro-4-methoxyphenyl)-2-oxo-2,3-dihydro-1H-imidazol-1-yl)acetate